pyrrolo[3,4-c]pyrazol-6(2H)-one N=1NC=C2C1C(N=C2)=O